(S)-2-(3-(3-((1-methoxypropan-2-yl)carbamoyl)-1H-pyrazol-5-yl)phenyl)-N-(pentan-3-yl)oxazole-5-carboxamide COC[C@H](C)NC(=O)C1=NNC(=C1)C=1C=C(C=CC1)C=1OC(=CN1)C(=O)NC(CC)CC